4-methyl-1-piperazinyl-ethanol CN1CCN(CC1)C(C)O